5-((3',4'-dimethoxy-[1,1'-biphenyl]-4-yl)oxy)-1H-1,2,3-triazole-4-carboxylic acid COC=1C=C(C=CC1OC)C1=CC=C(C=C1)OC1=C(N=NN1)C(=O)O